(4-methoxybenzyl)-5-((4-methoxybenzyl)thio)-2-methyl-1H-imidazole COC1=CC=C(CN2C(=NC=C2SCC2=CC=C(C=C2)OC)C)C=C1